NC=1C(=NC(=NC1C1=C2C=NN(C2=CC=C1C)C1OCCCC1)C=1C(=NC(=CC1)C#N)N)C(=O)OCC ethyl 5-amino-2-(2-amino-6-cyanopyridin-3-yl)-6-(5-methyl-1-(tetrahydro-2H-pyran-2-yl)-1H-indazol-4-yl)pyrimidine-4-carboxylate